CN1CC(C=C1C=1C=NC=CC1)=O 1-methyl-5-(pyridin-3-yl)-1,2-dihydro-3H-pyrrol-3-one